ClC1=NC(=C2C(=N1)N(N=C2)CC)NC=2N=CN(C2)C2=CC(=C(C(=C2)OC)OC)OC 6-chloro-1-ethyl-N-(1-(3,4,5-trimethoxyphenyl)-1H-imidazol-4-yl)-1H-pyrazolo[3,4-d]pyrimidin-4-amine